ClCC(=O)N1C2=C(OCCC1)N=CC(=C2)CC2=CC=C(C=C2)F 2-chloro-1-(8-(4-fluorobenzyl)-3,4-dihydropyrido[2,3-b][1,4]oxazepin-1(2H)-yl)ethan-1-one